N1C=C(C2=CC=CC=C12)CCN(CCOCCC(=O)OC(C)(C)C)CC1=CC=C(C=C1)/C=C/C(=O)OC Methyl (E)-3-(4-(((2-(1H-indol-3-yl)ethyl)(2-(3-(tert-butoxy)-3-oxopropoxy)ethyl)amino)methyl)phenyl)acrylate